C(C)(C)C=1C=C2CCC(N(C2=CC1)S(=O)(=O)C=1C=CC(=C(CO)C1)OCC1CCOCC1)C 5-((6-isopropyl-2-methyl-3,4-dihydroquinolin-1(2H)-yl)sulfonyl)-2-((tetrahydro-2H-pyran-4-yl)methoxy)benzyl alcohol